C(N)(OCCCCOC(N)=O)=O 1,4-butylene biscarbamate